(S)-N-ethyl-N-(1-(4-fluorophenyl)ethyl)-2-(2,2,2-trifluoroacetyl)-1,2,3,4-tetrahydroisoquinoline-6-sulfonamide C(C)N(S(=O)(=O)C=1C=C2CCN(CC2=CC1)C(C(F)(F)F)=O)[C@@H](C)C1=CC=C(C=C1)F